O1COC2=C1C=CC(=C2)CNCC=2OC(=CC2)C2=CC=C(C=C2)Cl 1-(1,3-benzodioxol-5-yl)-N-[[5-(4-chlorophenyl)furan-2-yl]methyl]methanamine